C(=O)O.N[C@H](C(=O)NCCNC(C1=C(C=C(C=C1)NC=1C=2N(C=CN1)C(=CN2)C2=C(C(=C(C=C2)OCC#N)F)F)CC)=O)[C@@H](C)O N-[2-[[(2S,3R)-2-amino-3-hydroxy-butanoyl]amino]ethyl]-4-[[3-[4-(cyanomethoxy)-2,3-difluorophenyl]imidazo[1,2-a]pyrazin-8-yl]amino]-2-ethyl-benzamide formate